rac-tert-butyl {[(2S,3S)-2-(hydroxymethyl)-2,3-dihydrofuro[3,2-b]pyridin-3-yl]methyl}carbamate OC[C@@H]1[C@H](C2=NC=CC=C2O1)CNC(OC(C)(C)C)=O |r|